N7-(1-methyl-1H-imidazol-4-yl)methyl-2-(1H-pyrazol-5-yl)thieno[3,2-b]pyridine-5,7-diamine CN1C=NC(=C1)CNC1=C2C(=NC(=C1)N)C=C(S2)C2=CC=NN2